C(=O)C1=CC=C(NC(C)=O)C=C1 4'-formylacetanilide